4-(2-fluorobenzyl)-1-methyl-1H-imidazo[4,5-c]pyridine-6-carbonitrile FC1=C(CC2=NC(=CC3=C2N=CN3C)C#N)C=CC=C1